(R)-3-hydroxy-1-methyl-3-(3-(6-(2-((1-methyl-1H-pyrazol-3-yl)amino)pyrimidin-4-yl)-4-(trifluoromethyl)pyridin-2-yl)isoxazol-5-yl)pyrrolidin-2-one O[C@@]1(C(N(CC1)C)=O)C1=CC(=NO1)C1=NC(=CC(=C1)C(F)(F)F)C1=NC(=NC=C1)NC1=NN(C=C1)C